C(CCCCCCCCCCCCCCC)(=O)OCCCCCCCCCCCC dodecanyl hexadecanoate